FC(C1=CC=C(C=C1)C1=NN(C2=CN=CC=C21)C2CN(CC2)C(C=C)=O)(F)F 1-(3-(3-(4-(trifluoromethyl)phenyl)-1H-pyrazolo[3,4-c]pyridin-1-yl)pyrrolidin-1-yl)prop-2-en-1-one